CC1=C(C=CC=C1N)C1=C(C=CC=C1N)C 2,2'-dimethyl-3,6'-diaminobiphenyl